OCCNCC=1C=C(C=2N(C1)N=C(N2)C=2C(=C(C=CC2)C2=CC=CC=C2)C)CCCC#N 4-[6-{[(2-Hydroxyethyl)amino]methyl}-2-(2-methylbiphenyl-3-yl)[1,2,4]triazolo[1,5-a]pyridin-8-yl]butannitril